(R)-N-(5-((6-(3-(3-(2,5-difluorophenoxy)phenyl)isoxazolidin-2-yl)pyrimidin-4-yl)amino)-2-((2-(dimethylamino)ethyl)(methyl)amino)-4-methoxyphenyl)acrylamide FC1=C(OC=2C=C(C=CC2)[C@@H]2N(OCC2)C2=CC(=NC=N2)NC=2C(=CC(=C(C2)NC(C=C)=O)N(C)CCN(C)C)OC)C=C(C=C1)F